Cl.N[C@H]1[C@@H](CC2=CC=CC=C12)NC(=O)C1=CN(CCS1)C=1C2=C(N=CN1)NC=C2 N-((1R,2R)-1-amino-2,3-dihydro-1H-inden-2-yl)-4-(7H-pyrrolo[2,3-d]pyrimidin-4-yl)-3,4-dihydro-2H-1,4-thiazine-6-carboxamide hydrochloride